NC1=CC(=C(C=C1OC)N1CCC(CC1)CN1CCC2(CCN(CC2)C=2C=C3C(N(C(C3=CC2F)=O)C2C(NC(CC2)=O)=O)=O)CC1)C=1C=NN(C1)C 5-(9-((1-(4-amino-5-methoxy-2-(1-methyl-1H-pyrazol-4-yl)phenyl)piperidin-4-yl)methyl)-3,9-diazaspiro[5.5]undecan-3-yl)-2-(2,6-dioxopiperidin-3-yl)-6-fluoroisoindoline-1,3-dione